2,4-Bis(4-chlorophenyl)imidazole ClC1=CC=C(C=C1)C=1NC=C(N1)C1=CC=C(C=C1)Cl